(s*)-1-(5,6-dihydrobenzo[6,7]oxepino[2,3-c]pyridin-5-yl)-N-methylmethanamine C1=NC=CC2=C1OC1=C(C[C@@H]2CNC)C=CC=C1 |o1:10|